CC1(C(C=CC=C1)N)N o-toluenediAmine